methyl 5-((3S)-7-chloro-3-(3,6-dihydro-2H-pyran-2-yl)-2-methyl-1,1-dioxido-5-phenyl-2,3,4,5-tetrahydrobenzo[f][1,2,5]thiadiazepin-8-yl)-2-fluorobenzoate ClC=1C(=CC2=C(N(C[C@H](N(S2(=O)=O)C)C2OCC=CC2)C2=CC=CC=C2)C1)C=1C=CC(=C(C(=O)OC)C1)F